4-((3-(2,2-dimethyl-3-oxo-1,4-oxazepan-4-yl)propyl)amino)-2-((3-methyl-1-(8-methyl-8-azabicyclo[3.2.1]oct-3-yl)-1H-pyrazol-4-yl)amino)pyrimidine-5-carbonitrile CC1(OCCCN(C1=O)CCCNC1=NC(=NC=C1C#N)NC=1C(=NN(C1)C1CC2CCC(C1)N2C)C)C